(R)-2-(((tert-butoxycarbonyl) ((R)-1-(naphthalene-1-yl) ethyl) amino) methyl)-2H-benzopyran-4-yl trifluoromethanesulfonate FC(S(=O)(=O)OC1=C[C@@H](OC2=C1C=CC=C2)CN([C@H](C)C2=CC=CC1=CC=CC=C21)C(=O)OC(C)(C)C)(F)F